(Z)-5-fluoro-3-(4-(1-(4-chloro-3-(trifluoromethyl)phenyl)-1H-1,2,3-triazol-4-yl)benzylidene)indolin-2-one FC=1C=C2/C(/C(NC2=CC1)=O)=C/C1=CC=C(C=C1)C=1N=NN(C1)C1=CC(=C(C=C1)Cl)C(F)(F)F